OC[C@@H](CC(C)C)NC1=NC(=NC(=N1)CC(C(F)(F)F)C1=CC=CC=C1)NS(=O)(=O)C N-(4-(((R)-1-Hydroxy-4-methylpentan-2-yl)amino)-6-(3,3,3-trifluoro-2-phenylpropyl)-1,3,5-triazin-2-yl)methanesulfonamide